4-((3-(4-(((1R,4R)-4-(7-oxa-2-azaspiro[3.5]nonan-2-yl)cyclohexyl)amino)-1-(2,2,2-trifluoroethyl)-1H-indol-2-yl)prop-2-yn-1-yl)amino)-3-methoxy-N-methyl-benzenesulfonamide C1N(CC12CCOCC2)C2CCC(CC2)NC2=C1C=C(N(C1=CC=C2)CC(F)(F)F)C#CCNC2=C(C=C(C=C2)S(=O)(=O)NC)OC